FC(C(=O)OCCC1=C(C=CC=C1Br)OC1=CC(=CC(=C1)Cl)C#N)F [6-bromo-2-(3-cyano-5-chlorophenoxy)phenyl]ethyl difluoroacetate